NC1=C2CN(C(C2=CC=C1)=O)C(CCC(=O)O)C(N)=O 4-(4-amino-1-oxo-1,3-dihydro-isoindol-2-yl)-4-carbamoyl-butyric acid